CN1C(=CC2=CC=CC=C12)\C=N\C1=CC=C(C=C1)O (E)-4-(((1-methyl-1H-indol-2-yl)methylene)amino)phenol